COC=1C=C2NC=3CC(CC(C3C(C2=CC1)=O)=O)C=1C=NC(=CC1)C1=CC=C(C=C1)OC(F)(F)F 6-methoxy-3-(6-(4-(trifluoromethoxy)phenyl)pyridin-3-yl)-3,4-dihydroacridine-1,9(2H,10H)-dione